O1C=CC2=C1C(=CC=C2)N2/C(/SCC2=O)=N/C(=O)NC2=C(C=C(C=C2)C2=NN(C=N2)C2=CC=C(C=C2)OC(F)(F)F)F (Z)-1-(3-(Benzofuran-7-yl)-4-oxothiazolidin-2-ylidene)-3-(2-fluoro-4-(1-(4-(trifluoromethoxy)phenyl)-1H-1,2,4-triazol-3-yl)phenyl)urea